3-(AMINOMETHYL)-4-HYDROXYBENZALDEHYDE NCC=1C=C(C=O)C=CC1O